Tert-butyl-(1-((5-(2-oxo-4-(5-(trifluoromethyl) pyrimidin-2-yl) piperazin-1-yl) pyridin-3-yl) oxy) propan-2-yl) carbamate C(N)(OC(COC=1C=NC=C(C1)N1C(CN(CC1)C1=NC=C(C=N1)C(F)(F)F)=O)CC(C)(C)C)=O